C(CC)C1N(CCC1)CCOC Propyl-methoxyethyl-pyrrolidine